4-(but-2-yn-1-yl)-2,2-dimethyl-1,3-oxazolidine-3-carboxylic acid tert-butyl ester C(C)(C)(C)OC(=O)N1C(OCC1CC#CC)(C)C